4-dibenzofuran-1-yl-8-(2-nitrophenyl)-2-phenylbenzofuro[3,2-d]pyrimidine C1(=CC=CC=2OC3=C(C21)C=CC=C3)C=3C2=C(N=C(N3)C3=CC=CC=C3)C3=C(O2)C=CC(=C3)C3=C(C=CC=C3)[N+](=O)[O-]